2-(1-methyl-allyl)-ethylene oxide CC(C=C)C1CO1